2-hydroxy-4-hydroxybenzoate OC1=C(C(=O)[O-])C=CC(=C1)O